C1=C(C=CC2=CC=CC=C12)C1=NC2=C(C(O1)=O)C=CC=C2 2-(2-naphthyl)-3,1-benzoxazin-4-one